6-methyl-N-(oxazol-2-yl)-7-(pyridazin-3-ylethynyl)benzo[d]isoxazol-3-amine CC1=C(C2=C(C(=NO2)NC=2OC=CN2)C=C1)C#CC=1N=NC=CC1